1-(((4-(3,5-difluoro-4-((5-oxo-5,7-dihydro-6H-pyrrolo[3,4-b]pyridin-6-yl-7,7-d2)methyl)phenyl)-2-methyl-2H-indazol-7-yl)oxy)methyl)cyclopropane-1-carbonitrile FC=1C=C(C=C(C1CN1C(C2=NC=CC=C2C1=O)([2H])[2H])F)C=1C2=CN(N=C2C(=CC1)OCC1(CC1)C#N)C